C(C)(C)(C)OC(=O)C1CCC(C(NCCOCCOCCC(N(C(C1C(=O)O)C)C)=O)=O)N 15-amino-2,3-dimethyl-4,14-dioxo-7,10-dioxa-3,13-diazacyclooctadecane-1,18-dioic acid (2S,15S)-18-tert-butyl ester